ClC=1C=C2C(=CN=C(C2=CN1)N1CC(C1)CC(=O)N(C)C)C(C)C 2-(1-(6-chloro-4-isopropyl-2,7-naphthyridin-1-yl)azetidin-3-yl)-N,N-dimethylacetamide